C(C1=CC=CC=C1)N1C(C(=NC2=CC=CC=C12)C1=CC=C(C=C1)C)=O 1-benzyl-3-(4-methylphenyl)quinoxalin-2(1H)-one